2,4-dichloro-6-(3,6-dihydro-2H-pyran-4-yl)-pyridine ClC1=NC(=CC(=C1)Cl)C=1CCOCC1